4-(((2Z)-5-(4-methoxybenzylidene)-4-oxo-3-phenylthiazolidin-2-ylidene)amino)benzenesulphonamide COC1=CC=C(C=C2C(N(/C(/S2)=N/C2=CC=C(C=C2)S(=O)(=O)N)C2=CC=CC=C2)=O)C=C1